1,2-dimethyl-1H-indole-6-carboxylic acid CN1C(=CC2=CC=C(C=C12)C(=O)O)C